((1R,4R,7R)-7-amino-2-azabicyclo[2.2.1]heptan-2-yl)(2-(3-cyclobutyl-2,3-dihydro-1H-pyrrolo[1,2,3-de]quinoxalin-5-yl)-7-fluoro-1-methyl-1H-benzo[d]imidazol-5-yl)methanone N[C@H]1[C@@H]2N(C[C@H]1CC2)C(=O)C2=CC1=C(N(C(=N1)C1=CC=3C=4N1C(CNC4C=CC3)C3CCC3)C)C(=C2)F